C1(=CC=CC=C1)N1C2=CC=C(C=C2SC=2C=CC(=CC12)N)N 10-phenylphenothiazine-2,7-diamine